3-{2,6-difluoro-4-[4-({2-fluoro-7-azaspiro[3.5]nonan-2-yl}methyl)piperazin-1-yl]phenyl}piperidine-2,6-dione FC1=C(C(=CC(=C1)N1CCN(CC1)CC1(CC2(C1)CCNCC2)F)F)C2C(NC(CC2)=O)=O